[N-](S(=O)(=O)C(F)(F)F)S(=O)(=O)C(F)(F)F.C[N+]1(CC=CC=C1)CCC 1-methyl-1-propylpyridinium bis(trifluoromethanesulfonyl)imide